ClC=1C=C(C=2N(N1)C=CN2)NC2=CC(=CC=C2)F (6-chloroimidazo[1,2-b]pyridazin-8-yl)-3-fluoroaniline